2,6-diazabicyclo[3.2.1]octan-3-one trifluoroacetate FC(C(=O)O)(F)F.C12NC(CC(NC1)C2)=O